C(CCC)C1=CC=C(C=C1)C=1C(=CC=C(C1C1=CC=C(C=C1)CCCC)B1NC=2C3=C(N1)C=CC=C3C=CC2)C2=CC=C(C=C2)O 4''-butyl-3'-(4-butylphenyl)-4'-(1H-naphtho[1,8-de][1,3,2]diazaborinin-2(3H)-yl)-[1,1':2',1''-terphenyl]-4-ol